C1(CCC(CCC=CCC)O1)=O 7-decene-4-olid